N1-(7-(2-amino-7-fluorobenzo[d]thiazol-4-yl)-6-chloro-8-fluoroquinazolin-4-yl)-N1-methylethane-1,2-diamine NC=1SC2=C(N1)C(=CC=C2F)C2=C(C=C1C(=NC=NC1=C2F)N(CCN)C)Cl